C(C)(C)(C)OC(NC1=CSC(=C1)C(C)C)=O [5-(propan-2-yl)thiophen-3-yl]carbamic acid tert-butyl ester